[3S]-methionine N[C@@H](CCSC)C(=O)O